COC1=CC=CC2=C1C1=CC=CC=C1C21C(=NC2=C(C(=CC=C12)C)C)C1=CC=CC=C1 4-Methoxy-6',7'-dimethyl-2'-phenylspiro[fluorene-9,3'-indole]